C1=C[C@@H]([C@@H]([C@H]1NCC2=CN(C3=C2C(=O)NC(=N3)N)[C@H]4[C@@H]([C@@H]([C@H](O4)CO)O)O)O[C@H]5[C@@H]([C@H]([C@H]([C@H](O5)CO)O)O)O)O The molecule is a 7-deazaguanine ribonucleoside that is queuosine having a beta-D-galactosyl residue attached at position 5''. It is a 7-deazaguanine ribonucleoside, a beta-D-galactoside and a monosaccharide derivative. It derives from a queuosine.